5-(difluoromethyl)-1-methyl-1H-pyrazol-4-amine hydrochloride Cl.FC(C1=C(C=NN1C)N)F